[In].[Cu].[Pt] platinum copper indium